3-[3-(Benzotriazol-1-ylmethyl)-4-methoxyphenyl]-1-(4-hydroxyphenyl)prop-2-en-1-one N1(N=NC2=C1C=CC=C2)CC=2C=C(C=CC2OC)C=CC(=O)C2=CC=C(C=C2)O